BrC1=CC2=C(N(C(N2CCN2CCOCC2)=O)CC2=NC=C(C(=O)OC)C=C2)C=C1F methyl 6-((5-bromo-6-fluoro-3-(2-morpholinoethyl)-2-oxo-2,3-dihydro-1H-benzo[d]imidazole-1-yl)methyl)nicotinate